CN(CCOC1=NNC2=CC(=CC(=C12)C)C=1C=C(C=2N(C1)N=CN2)C)C N,N-dimethyl-2-((4-methyl-6-(8-methyl-[1,2,4]triazolo[1,5-a]pyridin-6-yl)-1H-indazol-3-yl)oxy)ethan-1-amine